methyl 4-fluoro-3-nitro-benzoate FC1=C(C=C(C(=O)OC)C=C1)[N+](=O)[O-]